N1(C=NC=C1)CC1=C(C=C(N)C=C1)C 4-(imidazol-1-ylmethyl)-3-methyl-aniline